tert-butyl 2-((3-(3-chlorophenyl)-3-(4-fluoropiperidin-4-yl)propyl)(methyl)amino)-2-(3-methyl-2-((1r,4r)-4-(trifluoromethoxy)cyclohexyl)phenyl)acetate hydrochloride Cl.ClC=1C=C(C=CC1)C(CCN(C(C(=O)OC(C)(C)C)C1=C(C(=CC=C1)C)C1CCC(CC1)OC(F)(F)F)C)C1(CCNCC1)F